NN(C1=CC=CC2=C1NC(CS2)=O)CC2CC2 5-[amino(cyclopropylmethyl)amino]-4H-1,4-benzothiazin-3-one